N1C(=NC=C1)C#N 1H-IMIDAZOLE-2-CARBONITRILE